C12OCC(NC1)C2 oxa-5-azabicyclo[2.2.1]heptan